Tetramethyl-terephthalonitrile oxide CC1=C(C(=C(C(=C1C#[N+][O-])C)C)C#N)C